(4-(5-Fluoro-8,9,10,11-tetrahydro-3H-pyrazolo[4,3-a]phenanthridin-7-yl)phenyl)(4-methylpiperazin-1-yl)methanone FC=1C=C2C(=C3C=4CCCCC4C(=NC13)C1=CC=C(C=C1)C(=O)N1CCN(CC1)C)C=NN2